tetradecane-1,4,4-tricarboxylic acid 1-benzyl ester 4,4-di-tert-butyl ester C(C)(C)(C)OC(=O)C(CCCC(=O)OCC1=CC=CC=C1)(CCCCCCCCCC)C(=O)OC(C)(C)C